[Ga].[Ba].[Li] lithium barium gallium